C(C=C)(=O)N1[C@@H](COCC1)C=1C=C(C=C(C1)Cl)C=1OC(=CN1)C(=O)N (R)-2-(3-(4-acryloylmorpholin-3-yl)-5-chlorophenyl)oxazole-5-carboxamide